C1=C2C3C(COC2=CC=C1)CCC(C3)=O 7,8,10,10a-tetrahydro-6aH-benzo[c]chromen-9-one